OC1=CC(OC(=C1)C1=CC2=CC=CC=C2C=C1)=O 4-hydroxy-6-naphthalen-2-ylpyran-2-one